C[C@H]1CN(CC2=CC=C(C=C12)OC[C@@H]1NCCNC1)C1=C2C(=NC=C1)N(N=C2)C (4R)-4-methyl-2-(1-methylpyrazolo[3,4-b]pyridin-4-yl)-6-[[(2R)-piperazin-2-yl]methoxy]-3,4-dihydro-1H-isoquinoline